NCC1=CC(=C(C=C1)NC(=O)C1=CC2=C(OCCC3=C2SC=C3)C=C1C=1C(=NC(=CC1)C(NC1CC1)=O)C(=O)OC)C methyl 3-(9-((4-(aminomethyl)-2-methylphenyl)carbamoyl)-4,5-dihydrobenzo[b]thieno[2,3-d]oxepin-8-yl)-6-(cyclopropylcarbamoyl)picolinate